tert-butyl N-[2-({2-[(4-bromopyridin-2-yl) carbamoyl] ethyl} amino) ethyl]-N-methylcarbamate BrC1=CC(=NC=C1)NC(=O)CCNCCN(C(OC(C)(C)C)=O)C